cyclohexan-1,3-dion C1(CC(CCC1)=O)=O